saccharin potassium salt [K].S1(=O)(=O)NC(=O)C2=CC=CC=C12